FC=1C=C(C=C(C1CNC1=C(C(=NC=C1[N+](=O)[O-])C)C1=CC=CC=C1)F)S(=O)(=O)N 3,5-difluoro-4-(((2-methyl-5-nitro-3-phenyl-pyridin-4-yl)amino)methyl)benzenesulfonamide